rac-N-{3-[(2R,4R)-2,4-dimethylpiperidine-1-carbonyl]-4,5,6,7-tetrahydro-1-benzothiophen-2-yl}pyridine-3-carboxamide C[C@H]1N(CC[C@H](C1)C)C(=O)C1=C(SC2=C1CCCC2)NC(=O)C=2C=NC=CC2 |r|